FC1=CC=C(C=C1)C=1OC2=C(C(C1OCC1=CC=CC=C1)=O)C=CC=C2 2-(4-fluorophenyl)-3-phenylmethoxy-4H-1-benzopyran-4-one